2-(tert-butyl) 3-methyl (3S,5S)-6-oxo-2,7-diazaspiro[4.4]nonane-2,3-dicarboxylate O=C1[C@]2(C[C@H](N(C2)C(=O)OC(C)(C)C)C(=O)OC)CCN1